C(C)OC(CN1CCN(CC1)C1=C2C(N(C(C2=CC=C1)=O)C1C(NC(CC1)=O)=O)=O)OCC 4-(4-(2,2-diethoxyethyl)piperazin-1-yl)-2-(2,6-dioxopiperidin-3-yl)isoindoline-1,3-dione